C(C1=CC=CC=C1)OC1=NC=2COCC#CCOC=3C=C(C=CC3N3N=CC1=C3N2)F 17-benzyloxy-5-fluoro-8,13-dioxa-1,16,20,22-tetrazatetracyclo[13.5.2.02,7.018,21]docosa-2(7),3,5,15(22),16,18(21),19-heptaen-10-yne